3-((7-(2-Aminopyridin-4-yl)-4-oxoquinazolin-3(4H)-yl)methyl)-N-((tetrahydro-2H-pyran-4-yl)methyl)benzamide NC1=NC=CC(=C1)C1=CC=C2C(N(C=NC2=C1)CC=1C=C(C(=O)NCC2CCOCC2)C=CC1)=O